tert-butyl-4-(4-methoxyphenyl)piperidine hydrochloride Cl.C(C)(C)(C)N1CCC(CC1)C1=CC=C(C=C1)OC